6-(7-fluoro-2-methyl-2H-indazol-5-yl)-2-[(piperidin-4-yl)oxy][1,3]thiazolo[4,5-c]pyridine FC1=CC(=CC2=CN(N=C12)C)C1=CC2=C(C=N1)N=C(S2)OC2CCNCC2